OC1(C(=C(C(O1)=C=O)C(=O)NOC)C=1NC2=CC=CC=C2C1)C1=CC=CC=C1 5-hydroxy-4-(1H-indol-2-yl)-N-methoxy-2-carbonyl-5-phenyl-2,5-dihydrofuran-3-carboxamide